2-bromo-N-(1H-indazol-5-yl)-2-(3-methoxyphenyl)acetamide tert-butyl-N-(1-{7-bromo-1-oxo-1H,2H,3H-pyrrolo[3,4-c]pyridin-4-yl}-4-methylpiperidin-4-yl)carbamate C(C)(C)(C)OC(NC1(CCN(CC1)C1=NC=C(C2=C1CNC2=O)Br)C)=O.BrC(C(=O)NC=2C=C1C=NNC1=CC2)C2=CC(=CC=C2)OC